2-{3-[(4-methanesulfonyl-2-methoxyphenyl)amino]prop-1-yn-1-yl}-N-[(1R,4R)-4-(4-methanesulfonylpiperidin-1-yl)cyclohexyl]-1-(2,2,2-trifluoroethyl)-1H-indol-4-amine CS(=O)(=O)C1=CC(=C(C=C1)NCC#CC=1N(C=2C=CC=C(C2C1)NC1CCC(CC1)N1CCC(CC1)S(=O)(=O)C)CC(F)(F)F)OC